[Mn].[Sr].[Tb].NC=1C(=NC(=CN1)C1=CC(=C(C=C1)[SH4]OONCCN1C[C@@H](CC1)F)C)N1N=CC(=C1)C(=O)N 1-(3-amino-6-{1-[({2-[(3R)-3-fluorotetrahydro-1H-pyrrol-1-yl]ethyl}amino)dioxy-λ6-sulfanyl]-2-methylbenzen-4-yl}pyrazin-2-yl)pyrazole-4-carboxamide terbium strontium manganese